C(C)(=O)C=1C(=C(C=C(C(=O)O)C1)C)O 5-acetyl-4-hydroxy-3-methylbenzoic acid